BrC1=CC(=C(C=C1)CO)OC1C(C1)(F)F (4-bromo-2-(2,2-difluorocyclopropoxy)phenyl)methanol